2,2,2-Trifluoro-1-(4-fluoro-2-(methoxy-d3)phenyl)ethan-1-ol FC(C(O)C1=C(C=C(C=C1)F)OC([2H])([2H])[2H])(F)F